C(C1=CC=CC=C1)OCC1(OCC2=C1C=CC1=C2N(C(N1)=O)C)C 6-((benzyloxy)methyl)-1,6-dimethyl-1,3,6,8-tetrahydro-2H-isobenzofuro[4,5-d]imidazol-2-one